1-butyl-2-methylimidazolium chloride salt [Cl-].C(CCC)N1C(=[NH+]C=C1)C